Methyl 4-[(1S)-1-[[1-(2-methoxyethyl)-4-(2-phenoxyethylamino)piperidine-4-carbonyl]amino]ethyl]benzoate COCCN1CCC(CC1)(C(=O)N[C@@H](C)C1=CC=C(C(=O)OC)C=C1)NCCOC1=CC=CC=C1